[5-[4-(m-tolyl)pyrazol-1-yl]-2-pyrimidin-4-yl-pyrazolo[1,5-a]pyrimidin-7-yl]morpholine C1(=CC(=CC=C1)C=1C=NN(C1)C1=NC=2N(C(=C1)N1CCOCC1)N=C(C2)C2=NC=NC=C2)C